3-[6-({4-[2-amino-6-(m-fluorophenyl)-4-pyrimidinyl]-1H-1,2,3-triazol-1-yl}methyl)-2-pyridyl]-3-methylbutyric acid NC1=NC(=CC(=N1)C=1N=NN(C1)CC1=CC=CC(=N1)C(CC(=O)O)(C)C)C1=CC(=CC=C1)F